[Br-].C(CCC)[N+](C)(C)C butyltrimethylammonium bromide salt